[N+](#[C-])CCOC(C(=C)C)=O 2-isocyanoethylmethacrylate